methyl (S)-5-azaspiro[2.4]heptane-6-carboxylate C1CC12CN[C@@H](C2)C(=O)OC